ethyl (S)-3-(5-amino-2-chloro-4-fluorophenyl)-5-methyl-4,5-dihydro-5-isoxazolecarboxylate NC=1C(=CC(=C(C1)C1=NO[C@@](C1)(C(=O)OCC)C)Cl)F